C(C)OC1=NC=CC=C1C1=CC(=C2C(=N1)C(=NN2[C@H](CC)C)C)NCC2=NN(C=C2)C (S)-5-(2-ethoxy-3-pyridinyl)-3-methyl-1-[1-methylpropyl]-N-[(1-methylpyrazol-3-yl)methyl]pyrazolo[4,3-b]pyridin-7-amine